NC1(CN(CC1)C1=C(C(=C(C=C1)Cl)C1CC1)CN1C2=NC=NC(=C2N=C1)N)C(=O)NC1CC1 3-amino-1-(2-((6-amino-9H-purin-9-yl)methyl)-4-chloro-3-cyclopropylphenyl)-N-cyclopropylpyrrolidine-3-carboxamide